C[C@]12C[C@@H]([C@H]3[C@H]([C@@H]1C[C@@H]4[C@]2(OC(O4)(C)C)C(=O)CO)C[C@@H](C5=CC(=O)C=C[C@]35C)F)O The molecule is a fluorinated steroid, a cyclic ketal, a 20-oxo steroid, a 21-hydroxy steroid, an 11beta-hydroxy steroid, a 3-oxo-Delta(1),Delta(4)-steroid and a primary alpha-hydroxy ketone. It has a role as an immunosuppressive agent, an anti-inflammatory drug and an anti-asthmatic drug.